FC1([C@@H](C1)C(=O)NC1=CC(=C(C=C1)C1=CC=CC=C1)C1=NC=CC=C1)F (1S)-2,2-difluoro-N-(4-phenyl-3-pyridin-2-ylphenyl)cyclopropane-1-carboxamide